4-((3-((2-(difluoromethoxy)-6-methylpyridin-3-yl)carbamoyl)-3-(2-isopropylphenyl)azetidin-1-yl)methyl)-cyclohexane-1-carboxylic acid FC(OC1=NC(=CC=C1NC(=O)C1(CN(C1)CC1CCC(CC1)C(=O)O)C1=C(C=CC=C1)C(C)C)C)F